(2,6-Dichloropyridin-4-yl)methyl (S)-2-cyclobutyl-2-(methylamino)acetate hydrochloride Cl.C1(CCC1)[C@@H](C(=O)OCC1=CC(=NC(=C1)Cl)Cl)NC